2,3-dihydroxypropan-yl palmitate C(CCCCCCCCCCCCCCC)(=O)OCC(CO)O